C(C1=CC(C(=O)[O-])=CC(C(=O)[O-])=C1)(=O)[O-].[Sm+3].ClC1=C(C(=O)NC=2OC(=NN2)C)C=CC(=C1S(=O)(=O)C(C)C)S(=O)(=O)C 2-Chloro-3-(isopropylsulfonyl)-N-(5-methyl-1,3,4-oxadiazol-2-yl)-4-(methylsulfonyl)benzamide samarium trimesate